CC1(C(C(CCC1)=C)CC/C=C(/CO)\C)C (E)-5-(2,2-dimethyl-6-methylenecyclohexyl)-2-methylpent-2-en-1-ol